[Ir]Cl.C1=CCCCCCC1.C1=CCCCCCC1 bis(cyclooctene) iridium (I) chloride